2-aminoethyl-(tritetradecyloxysilane) NCC[Si](OCCCCCCCCCCCCCC)(OCCCCCCCCCCCCCC)OCCCCCCCCCCCCCC